(5-aminopyridin-3-yl)boronic acid NC=1C=C(C=NC1)B(O)O